COCCCNC(=O)C=1C=C(C2=C([C@H](CO2)C2=CC=CC=C2)C1)C(=O)NC |r| (+/-)-N5-(3-Methoxypropyl)-N7-methyl-3-phenyl-2,3-dihydrobenzofuran-5,7-dicarboxamid